COC=1C=C(C=NC1)C=1N=NNC1 4-(5-methoxypyridin-3-yl)-1H-1,2,3-triazol